N-(4-(4-amino-7-(1-isobutyrylpiperidin-4-yl)pyrrolo[2,1-f][1,2,4]triazin-5-yl)phenyl)-6-methyl-5-(1-methyl-1H-pyrazol-5-yl)-2-oxo-2H-[1,2'-bipyridine]-3-carboxamide NC1=NC=NN2C1=C(C=C2C2CCN(CC2)C(C(C)C)=O)C2=CC=C(C=C2)NC(=O)C=2C(N(C(=C(C2)C2=CC=NN2C)C)C2=NC=CC=C2)=O